5-[4-amino-5-(trifluoromethyl)pyrrolo[2,1-f][1,2,4]triazin-7-yl]-N-[(3R,4S)-4-fluoro-1-(5-methylpyrazine-2-carbonyl)pyrrolidin-3-yl]-2-methoxypyridine-3-carboxamide NC1=NC=NN2C1=C(C=C2C=2C=C(C(=NC2)OC)C(=O)N[C@@H]2CN(C[C@@H]2F)C(=O)C2=NC=C(N=C2)C)C(F)(F)F